NC1=NC(=CC(=N1)C=1C(=C(C#N)C=CC1)C)C1=CC(N(C=C1)CC1=CC(=CC=C1)C(C)(C)F)=O 3-(2-amino-6-(1-(3-(2-fluoropropane-2-yl)benzyl)-2-oxo-1,2-dihydropyridin-4-yl)pyrimidin-4-yl)-2-methylbenzonitrile